2-(6-(difluoromethoxy)pyridin-3-yl)-N-((2-fluoro-5-methoxypyridin-3-yl)methoxy)pyrimidine-4-carboxamide FC(OC1=CC=C(C=N1)C1=NC=CC(=N1)C(=O)NOCC=1C(=NC=C(C1)OC)F)F